2-amino-1'-[7-[(2-amino-3-pyridyl)methyl]-5-cyano-2-[[(2S)-1-methylpyrrolidin-2-yl]methoxy]pyrrolo[2,3-d]pyrimidin-4-yl]spiro[6H-thieno[2,3-c]thiophene-4,3'-azetidine]-3-carbonitrile NC1=C(C2=C(CSC23CN(C3)C=3C2=C(N=C(N3)OC[C@H]3N(CCC3)C)N(C=C2C#N)CC=2C(=NC=CC2)N)S1)C#N